CN(OC)C(C)=O N-methyl-acetyl-methoxyamine